(oxetan-3-yl)methylmethyldiacetoxysilane Tert-butyl-3-(isobutylcarbamoyl)piperidine-1-carboxylate C(C)(C)(C)OC(=O)N1CC(CCC1)C(NCC(C)C)=O.O1CC(C1)C[Si](OC(C)=O)(OC(C)=O)C